OC1=C(C=CC(=C1)C)C(C=CC1=CC=C(C(=O)O)C=C1)=O 4-[3-(2-Hydroxy-4-methylphenyl)-3-oxoprop-1-enyl]benzoic acid